tert-butyl (2S)-2-[4,5-dichloro-2-(4-butoxy-4,5-dihydroisoxazol-3-yl)phenoxy]propanoate ClC1=CC(=C(O[C@H](C(=O)OC(C)(C)C)C)C=C1Cl)C1=NOCC1OCCCC